NC1=NC(=NN2C1=NC=C2CC=2C=C(C(=NC2)N2CCN(CC2)C(CNCC(C)C)=O)C)O[C@@H](C)CCC (S)-1-(4-(5-((4-amino-2-(pentan-2-yloxy)imidazo[2,1-f][1,2,4]triazin-7-yl)methyl)-3-methylpyridin-2-yl)piperazin-1-yl)-2-(isobutylamino)ethan-1-one